FC=1C(=C(C=C2CCC3(CC12)OCCO3)OCOCCOC)NCC(=O)OC(C)(C)C tert-butyl ({8'-fluoro-6'-[(2-methoxyethoxy)methoxy]-3',4'-dihydro-1'H-spiro[[1,3]dioxolane-2,2'-naphthalen]-7'-yl}amino)acetate